sodium formylcarbamoyl-β-formylaminopropionitrile C(=O)NC(=O)C(C#N)CNC=O.[Na]